COC1=C(C=C(C=C1)OC)CNS(=O)(=O)CCCC1=CC2=C(N(C(N2C)=O)C2C(NC(CC2)=O)=O)C=C1 N-[(2,5-dimethoxyphenyl)methyl]-3-[1-(2,6-dioxo-3-piperidyl)-3-methyl-2-oxo-benzimidazol-5-yl]propane-1-sulfonamide